NC1=C(C(=O)NC2CCC(CC2)O)C=C(C=N1)C1=CC=C(C=C1)[C@]12CN(C[C@@H]2C1)C1COC1 2-amino-N-((1r,4s)-4-hydroxycyclohexyl)-5-(4-((1s,5r)-3-(oxetan-3-yl)-3-azabicyclo[3.1.0]hex-1-yl)phenyl)nicotinamide